O=C1NC=C(C(N1)=O)C1=CC(=C(N=N1)C#N)N1CC(C(C1)(F)F)(F)F 6-(2,4-Dioxo-1H-pyrimidin-5-yl)-4-(3,3,4,4-tetrafluoropyrrolidin-1-yl)pyridazine-3-carbonitrile